FC=1C=CC=C(C1)OCC(C)C 3-fluoro-5-(2-methylpropoxy)benzene